ClC(/C=C/C(=O)OC)=O Methyl (E)-4-chloro-4-oxobut-2-enoate